C[C@H]([C@@H](C(NC)=O)NC(=O)[C@H](CC1=CN(C2=NC=CC=C21)S(=O)(=O)C2=CC=C(C=C2)C)NC(OC(C)(C)C)=O)CC tert-butyl N-[(1S)-1-{[(1S,2S)-2-methyl-1-(methylcarbamoyl)butyl] carbamoyl}-2-[1-(4-methylbenzenesulfonyl)-1H-pyrrolo[2,3-b]pyridin-3-yl]ethyl]carbamate